1-isopropyl-5-(2-(5-(piperidin-1-yl)pyridin-2-yl)aminopyrimidin-4-yl)-pyridin-2(1H)-one C(C)(C)N1C(C=CC(=C1)C1=NC(=NC=C1)NC1=NC=C(C=C1)N1CCCCC1)=O